C(#N)C1=C(SC2=C1C(=NC=C2F)C=2C1=C(C=3C=NC(=NC3C2F)OC[C@@H]2[C@@H]3C[C@@H]3CN2C)COC1)NC(OC(C)(C)C)=O tert-Butyl N-[3-cyano-7-fluoro-4-[5-fluoro-3-[[(1R,2S,5S)-3-methyl-3-azabicyclo[3.1.0]hexan-2-yl]methoxy]-7,9-dihydrofuro[3,4-f]quinazolin-6-yl]thieno[3,2-c]pyridin-2-yl]carbamate